C1N(CC12CCNCC2)C(=O)O.O=C2NC(CCC2C2=CC=C(C=C2)N2CCC1(CN(C1)C(=O)OC(C)(C)C)CC2)=O tert-butyl 7-[4-(2,6-dioxo-3-piperidyl)phenyl]-2,7-diazaspiro[3.5]nonane-2-carboxylate 2,7-diazaspiro[3.5]nonane-2-carboxylate